C(=C)C1=CC(=NC=C1)OC1CC(C1)OC1CCN(CC1)C(=O)OC(C)(C)C tert-butyl 4-[3-[(4-vinyl-2-pyridyl)oxy]cyclobutoxy]piperidine-1-carboxylate